N1(CCCC1)CCOC1=CC=C(CN2C3=C(C=4C=CC=CC24)C=NC=C3)C=C1 5-(4-(2-(pyrrolidine-1-yl)ethoxy)benzyl)-5H-pyrido[4,3-b]indole